BrC1=CC=C(C=C1)C(COC1=C2C(NC(C2=CC=C1)=O)=O)=O (2-(4-bromophenyl)-2-oxoethoxy)isoindole-1,3-dione